O1CCN(CC1)C(C(N1C=NC2=C(C1=S)C=NN2)C2=CC=CC=C2)=O 1-morpholino-2-phenyl-2-(4-thioxo-1,4-dihydro-5H-pyrazolo[3,4-d]pyrimidin-5-yl)ethan-1-one